C(C)(C)(C)OC(=O)N1C[C@H](CC=C1C=1C=CC2=CN(N=C2C1)C1CC1)C.C1(CC1)N1N=C2C=C(C=CC2=C1)C=1CC[C@@H](CN1)C |r| 2-Cyclopropyl-6-[rac-(3S)-3-methyl-2,3,4,5-tetrahydropyridin-6-yl]indazole tert-Butyl-rac-(3S)-6-(2-cyclopropylindazol-6-yl)-3-methyl-3,4-dihydro-2H-pyridine-1-carboxylate